C(=O)O.CN(CCC1=CNC2=CC=CC(=C12)OC(CC(C)(C)C1=C(C=C(C=C1C)C)OC(C)=O)=O)C 3-(2-acetoxy-4,6-dimethylphenyl)-3-methylbutanoic acid 3-(2-(dimethylamino) ethyl)-1H-indol-4-yl ester formate salt